racemic-beta-pinene C12C(CCC(C1(C)C)C2)=C